C(#N)C1=C(C=CC=C1COC=1C=C(C(=C2CCCC12)CN1[C@@]2(C[C@@H]2CCC1)C(=O)O)OCC=1C=NC=C(C1)C#N)C1=CC=CC=C1 |r| Rac-(1R,6S)-2-((7-((2-cyano-[1,1'-biphenyl]-3-yl)methoxy)-5-((5-cyanopyridin-3-yl)methoxy)-2,3-dihydro-1H-inden-4-yl)methyl)-2-azabicyclo[4.1.0]heptane-1-carboxylic acid